(1-methyl-1H-tetrazol-5-yl)-2-((6-phenylpyridin-2-yl)methoxy)-1H-benzo[d]imidazole CN1N=NN=C1N1C(=NC2=C1C=CC=C2)OCC2=NC(=CC=C2)C2=CC=CC=C2